FC1=C(CC=2C=3N(C=C(N2)C2=CC=CC=C2)C(=C(N3)CC=3OC(=CC3)CC)CC(=O)O)C=CC=C1F.C13(CC2CC(CC(C1)C2)C3)CC(=O)NC3=CC=C2C=NNC2=C3 (1-adamantyl)-N-(1H-indazol-6-yl)acetamide 8-(2,3-Difluorobenzyl)-2-((5-ethylfuran-2-yl)methyl)-6-phenylimidazo[1,2-a]pyrazin-3-yl-acetat